N,N-di(hydroxyethyl)acrylamide OCCN(C(C=C)=O)CCO